ClC1=CC=C2C(=CNC2=C1F)S(=O)(=O)NC1=NC(=C(C=C1F)C)F 6-chloro-N-(3,6-difluoro-5-methylpyridin-2-yl)-7-fluoro-1H-indole-3-sulfonamide